5-(4-((4-Methoxypyridin-3-yl)(4-(trifluoromethyl)phenyl)amino)piperidin-1-yl)pyrimidine-2-carbonitrile COC1=C(C=NC=C1)N(C1CCN(CC1)C=1C=NC(=NC1)C#N)C1=CC=C(C=C1)C(F)(F)F